C(#N)C1=CC=C(C=N1)NC(=O)N[C@@H](C(C)C)C=1OC2=C(C1C)C=C(C=C2)F (S)-1-(6-cyanopyridin-3-yl)-3-(1-(5-fluoro-3-methylbenzofuran-2-yl)-2-methylpropyl)urea